ClC1=C(C=CC(=C1)C(F)(F)F)NC1C(N(CC1)C1=CC=C(C=C1)CCC(=O)O)=O 3-(4-(3-((2-Chloro-4-(Trifluoromethyl)Phenyl)Amino)-2-Oxopyrrolidin-1-yl)Phenyl)Propanoic acid